Cl.S1C(=CC=C1)C(=C1CN(CCC1)C)C=1SC=CC1 3-(di-2-thienyl-methylene)-1-methylpiperidine hydrochloride